2-hydroxy-N,N-bis(4-methoxybenzyl)-2-(6-(2-(3-(trifluoromethyl)benzyl)-2H-tetrazol-5-yl)pyridin-2-yl)propane-1-sulfonamide OC(CS(=O)(=O)N(CC1=CC=C(C=C1)OC)CC1=CC=C(C=C1)OC)(C)C1=NC(=CC=C1)C=1N=NN(N1)CC1=CC(=CC=C1)C(F)(F)F